N-(2-(1H-indol-3-yl)ethyl)-2-(trifluoromethyl)-6-((3,4,5-trimethoxyphenyl)amino)benzamide N1C=C(C2=CC=CC=C12)CCNC(C1=C(C=CC=C1NC1=CC(=C(C(=C1)OC)OC)OC)C(F)(F)F)=O